C1(=CC=CC=C1)C1=CC=CC=2C=3C(=NC=CC21)C2=CCC=CC2=CC3 8-phenyl-3H-benzo[d]naphtho[1,2-b]azepine